5-bromo-2-fluoro-N,N-bis[(4-methoxyphenyl)methyl]-4-(trifluoromethyl)aniline BrC=1C(=CC(=C(N(CC2=CC=C(C=C2)OC)CC2=CC=C(C=C2)OC)C1)F)C(F)(F)F